methyl (R)-3-(4-iodo-1H-pyrazol-1-yl)-3-cyclopentylpropionate IC=1C=NN(C1)[C@H](CC(=O)OC)C1CCCC1